(S)-methyl-1-(2-(1H-indol-3-yl)ethyl)-6,7-dimeth-oxy-3,4-dihydroisoquinoline-2(1H)-carboxylate COC(=O)N1[C@H](C2=CC(=C(C=C2CC1)OC)OC)CCC1=CNC2=CC=CC=C12